Cl.CC(C)C1=C(SC(=C1)C(C)C)N 3,5-bis(propan-2-yl)thiophen-2-amine hydrochloride